CC1=C(/C(=C/C2=C(C(=C(N2)C(=O)C3=C(C(=C(N3)/C=C\\4/C(=C(C(=O)N4)C)C=C)C)C=C)C)CCC(=O)O)/NC1=O)CCC(=O)O The molecule is a biladiene that is the 5-oxo derivative of delta-bilirubin (more correctly known as 10-oxo-delta-bilirubin; see comment). It is a member of biladienes and a dicarboxylic acid. It is a conjugate acid of a 5-oxo-delta-bilirubin(2-).